C(C)(C)(C)OC(=O)N1CCC2(CC(C2)N2CCN(CC2)C2=NC=CC(=N2)COC2=CC=C(C=C2)C(C)(C)C2=CC(=CC(=C2)C#N)Cl)CC1 2-(4-(4-((4-(2-(3-chloro-5-cyanophenyl)prop-2-yl)phenoxy)methyl)pyrimidin-2-yl)Piperazin-1-yl)-7-azaspiro[3.5]nonane-7-carboxylic acid tert-butyl ester